C(C)NC1=NC=C2C=C(N=CC2=C1)C=1C(=CC(=NC1)C(CC)O)C 1-{5-[7-(ethylamino)-2,6-naphthyridin-3-yl]-4-methylpyridin-2-yl}propan-1-ol